fluoro-2'-C-methyl-cytidine F[C@@]1([C@](O)([C@H](O)[C@@H](CO)O1)C)N1C(=O)N=C(N)C=C1